C(C)N(C(=O)C1=C(N(C2=CC=CC=C12)C)B(O)O)CC 3-(DIETHYLCARBAMOYL)-1-METHYL-1H-INDOL-2-YLBORONIC ACID